2-methyl-N-(4-(piperidin-1-ylmethyl)thiazol-2-yl)-5-(3-(trifluoromethyl)phenyl)furan-3-carboxamide CC=1OC(=CC1C(=O)NC=1SC=C(N1)CN1CCCCC1)C1=CC(=CC=C1)C(F)(F)F